C(CCCC=CCC=CCCCCC)(=O)NCCCC[C@H](N)C(=O)O 6-N-(5,8-tetradecadienoyl)lysine